N-[5-[[1-[2-oxo-2-[(2S,4S)-2-cyano-4-fluoro-pyrrolidin-1-yl]ethyl]-4-piperidyl]amino]-8-quinolyl]acetamide O=C(CN1CCC(CC1)NC1=C2C=CC=NC2=C(C=C1)NC(C)=O)N1[C@@H](C[C@@H](C1)F)C#N